hydrogen phosphate (tert-butyl((4-(((S)-5,7-difluorochroman-4-yl)oxy)-6-(dimethylcarbamoyl)-2-methyl-1H-benzo[d]imidazol-1-yl)methyl)hydrogen phosphate) C(C)(C)(C)C(N1C(=NC2=C1C=C(C=C2O[C@H]2CCOC1=CC(=CC(=C21)F)F)C(N(C)C)=O)C)OP(=O)(O)O.P(=O)(O)(O)O